furo[2,3-b]pyridine O1C=CC=2C1=NC=CC2